COC(=O)C1C2C=CC(C1C(=O)OC)C2 exo-5,6-dimethoxycarbonylnorbornene